COC1=CC=C(CNC2=C(C(=O)OC)C(=CN=C2)C)C=C1 methyl 3-((4-methoxybenzyl)amino)-5-methylisonicotinate